C1(=CC=C(C=C1)[C@H](CC(=O)[O-])NC(=O)NC=1C(N(C=C(C1[O-])C)C)=O)C1=CC=CC=C1.[Na+].[Na+] Natrium (S)-3-(biphenyl-4-yl)-3-(3-(1,5-dimethyl-4-oxido-2-oxo-1,2-dihydropyridin-3-yl)ureido)propanoat